Diethylamine octadecenedioate C(C=CCCCCCCCCCCCCCCC(=O)O)(=O)O.C(C)NCC